(R)-tert-butyl 3-(2-hydroxyethyl)piperidine-1-carboxylate OCC[C@@H]1CN(CCC1)C(=O)OC(C)(C)C